2-chloro-3-fluoro-N-(4-methyl-2-oxopentyl)-5-nitrobenzamide ClC1=C(C(=O)NCC(CC(C)C)=O)C=C(C=C1F)[N+](=O)[O-]